C1(CC1)S(=O)(=O)N1N=CC(=C1)C1=NC=CC(=N1)NC1=NC=C(C(=C1)NC1CCC(CC1)O)C#CC1CCOCC1 (1s,4s)-4-((2-((2-(1-(Cyclopropylsulfonyl)-1H-pyrazol-4-yl)pyrimidin-4-yl)amino)-5-((tetrahydro-2H-pyran-4-yl)ethynyl)pyridin-4-yl)amino)cyclohexan-1-ol